dibenzyl ((4-carbamoyl-1-(4-(3-fluoro-5-(trifluoromethyl)benzyl)pyridin-2-yl)-3-methyl-1H-pyrazol-5-yl)methyl) phosphate P(=O)(OCC1=CC=CC=C1)(OCC1=CC=CC=C1)OCC1=C(C(=NN1C1=NC=CC(=C1)CC1=CC(=CC(=C1)C(F)(F)F)F)C)C(N)=O